6-(4-(4-(5-fluoropyridin-3-yl)benzyl)-4H-thieno[3,2-b]pyrrole-3-carboxamido)spiro[3.3]heptane-2-carboxylic acid FC=1C=C(C=NC1)C1=CC=C(CN2C3=C(C=C2)SC=C3C(=O)NC3CC2(CC(C2)C(=O)O)C3)C=C1